1-ethyl-3-(3-dimethylaminopropyl)carbonyl-diimidazole C(C)N1C(N(C=C1)CCCN(C)C)C(=O)C=1NC=CN1